[SeH-]=[Se].C(CC)[Si](OC)(OC)OC propyl-trimethoxysilane diselenide